(R)-1-(4-methoxybenzyl)-3-(4-(3-methyl-2-oxooxazolidin-5-yl)phenyl)urea COC1=CC=C(CNC(=O)NC2=CC=C(C=C2)[C@@H]2CN(C(O2)=O)C)C=C1